4-(dimethylamino)-7-fluoro-8-(2,3,5-trifluorophenyl)quinoline-3-carboxylic acid ethyl ester C(C)OC(=O)C=1C=NC2=C(C(=CC=C2C1N(C)C)F)C1=C(C(=CC(=C1)F)F)F